(2R,4S)-6-chloro-N-{3-[2-(4-chloro-3-fluorophenoxy)acetamido]bicyclo[1.1.1]pentan-1-yl}-4-[(2,2,2-trifluoroethyl)amino]-3,4-dihydro-2H-1-benzopyran-2-carboxamide ClC=1C=CC2=C([C@H](C[C@@H](O2)C(=O)NC23CC(C2)(C3)NC(COC3=CC(=C(C=C3)Cl)F)=O)NCC(F)(F)F)C1